fluorosulfonyl-tetraphenylphosphorus FS(=O)(=O)P(C1=CC=CC=C1)(C1=CC=CC=C1)(C1=CC=CC=C1)C1=CC=CC=C1